C1(CCCC1)COC1=CC(=C(C(=O)O)C=C1C1CC1)F 4-(cyclopentylmethoxy)-5-cyclopropyl-2-fluorobenzoic acid